C(C)(C)(C)OC(=O)N1CCC(CC1)C=1C(=C2C(=CNC2=CC1F)CC)F 4-(3-ethyl-4,6-difluoro-1H-indol-5-yl)piperidine-1-carboxylic acid tert-butyl ester